6-(4-fluorophenethyl)-2-isobutyl-4-(7-(3-(methoxymethyl)azetidin-1-yl)thieno[2,3-c]pyridin-2-yl)-5-(5-methyl-1,3,4-oxadiazol-2-yl)nicotinamide FC1=CC=C(CCC2=NC(=C(C(=O)N)C(=C2C=2OC(=NN2)C)C2=CC=3C(=C(N=CC3)N3CC(C3)COC)S2)CC(C)C)C=C1